C(C)(C)(C)OC(C1=CC(=CC=C1)OC(C)C)=O 3-isopropoxybenzoic acid tert-butyl ester